CN1N=CC(=C1C=1C=NC=2CCN=CC2C1)C 3-(1,4-dimethyl-1H-pyrazol-5-yl)-7,8-dihydro-1,6-naphthyridin